1,2,4-Triazole-1-carboxamidine N1(N=CN=C1)C(=N)N